CN1CC(C1)(C)[C@@](O)(C=1C=NC=C(C1)N1N=NC(=C1)C1CCOCC1)C1=CC=C(C=C1)C(C)C (R)-(1,3-Dimethyl-azetidin-3-yl)-(4-isopropyl-phenyl)-{5-[4-(tetrahydro-pyran-4-yl)-[1,2,3]triazol-1-yl]-pyridin-3-yl}-methanol